6-methacryloyloxy-n-hexyl isocyanate C(C(=C)C)(=O)OCCCCCCN=C=O